2,5-bis(T-butylperoxy)hexane C(C)(C)(C)OOC(C)CCC(C)OOC(C)(C)C